methyl 1-(2-fluoro-5-(1-methyl-1H-1,2,3-triazol-5-yl)phenyl)-6-oxo-1,6-dihydropyridazine-3-carboxylate FC1=C(C=C(C=C1)C1=CN=NN1C)N1N=C(C=CC1=O)C(=O)OC